C12N(CC(NC1)C2)C=2C=C1CN(C(C1=C(C2F)F)=O)C2C(NC(CC2)=O)=O 3-(5-(2,5-diazabicyclo[2.2.1]heptan-2-yl)-6,7-difluoro-1-oxoisoindolin-2-yl)piperidine-2,6-dione